NC1=NC2=CC=C(C=C2C=C1C)C(=O)N(CC1=NC=C(C=C1)C(F)(F)F)[C@H]1C=2C=CC=NC2CCC1 2-amino-3-methyl-N-((5R)-5,6,7,8-tetrahydro-5-quinolinyl)-N-((5-(trifluoromethyl)-2-pyridinyl)methyl)-6-quinolinecarboxamide